ClC1=CC=C(C=C1)CNS(=O)(=O)C1=CC=C(C=C1)CNC([O-])=O [[4-[(4-chlorophenyl)methylsulfamoyl]-phenyl]methyl]carbamate